methacryloyloxypropylhexahydrophthalate C(C(=C)C)(=O)OCCCOC(C1C(C(=O)[O-])CCCC1)=O